FC1=C(C=C(CN2CCN(CC2)C(=O)N2N=C(C=C2)NS(=O)(=O)C)C=C1)OC1=CC=CC=C1 N-(1-(4-(4-Fluoro-3-phenoxybenzyl)piperazine-1-carbonyl)-1H-pyrazol-3-yl)methanesulfonamide